3-[2-amino-2-(2-methoxyphenyl)ethyl]-N-methoxybenzamide NC(CC=1C=C(C(=O)NOC)C=CC1)C1=C(C=CC=C1)OC